(R)-6-((5-((1-(dimethylamino)propan-2-yl)oxy)-7-(1-methyl-1H-pyrazol-4-yl)quinazolin-4-yl)amino)-5-fluoroquinolin-2-ol CN(C[C@@H](C)OC1=C2C(=NC=NC2=CC(=C1)C=1C=NN(C1)C)NC=1C(=C2C=CC(=NC2=CC1)O)F)C